1-(2-cyanoethyl)-3-(1-(2-fluoroethyl)-1H-indol-3-yl)-4-oxo-4H-pyrido[1,2-a]pyrimidinium C(#N)CC[N+]1=C2N(C(C(=C1)C1=CN(C3=CC=CC=C13)CCF)=O)C=CC=C2